3-(6-chloro-4-fluoro-1-oxoisoindolin-2-yl)piperidine-2,6-dione ClC1=CC(=C2CN(C(C2=C1)=O)C1C(NC(CC1)=O)=O)F